COC1=NC=C(C=C1OC[C@H]1CN(CC1)C(=O)OC(C)(C)C)NC1=NC(=CC(=N1)C)NC tert-butyl (3R)-3-[[(2-methoxy-5-[[4-methyl-6-(methylamino)pyrimidin-2-yl]amino]pyridin-3-yl)oxy]methyl]pyrrolidine-1-carboxylate